4-(4-(2-acetylisoindolin-5-yl)-6,6-difluoro-1,4-diazepin-1-yl)-3-aminothieno[2,3-b]pyridine-2-carboxamide C(C)(=O)N1CC2=CC=C(C=C2C1)N1C=CN(CC(C1)(F)F)C1=C2C(=NC=C1)SC(=C2N)C(=O)N